2-Methyl-5-((1-methylazetidin-2-yl)methoxy)-N-(1-(naphthalen-1-yl)prop-2-yn-1-yl)benzamide CC1=C(C(=O)NC(C#C)C2=CC=CC3=CC=CC=C23)C=C(C=C1)OCC1N(CC1)C